CN(C1CCN(CC1)C(=O)C=1C(=CC2=C(N=C(S2)CNC(=O)C2(CC3=CC=CC=C3C2)C(=O)OC(C)(C)C)C1)OC)C tert-butyl 2-[({5-[4-(dimethylamino)piperidine-1-carbonyl]-6-methoxy-1,3-benzothiazol-2-yl}methyl)carbamoyl]-2,3-dihydro-1H-indene-2-carboxylate